CC1=C(C=CC=C1)C Dimethyl-benzene